8-(but-3-ynylthio)-1,3,7-trimethyl-1H-purine-2,6(3H,7H)-dione C(CC#C)SC1=NC=2N(C(N(C(C2N1C)=O)C)=O)C